CN([C@H]1CN(CC1)C(=O)C=1C=C2C(=NNC2=CC1)C#CC=1C=CC=C2CC(NC12)=O)C (R)-7-((5-(3-(Dimethylamino)pyrrolidine-1-carbonyl)-1H-indazol-3-yl)ethynyl)indolin-2-one